BrC=1C=C2C(C[C@@H](C2=CC1)NC(C(F)(F)F)=O)=O (S)-N-(5-bromo-3-oxo-2,3-dihydro-1H-inden-1-yl)-2,2,2-trifluoroacetamide